C1(=C(C=CC=C1)C1(CC1)C(NOC(=O)C1=NNC(=C1)C(F)(F)F)=N)C 1-(o-tolyl)-N-((5-(trifluoromethyl)-1H-pyrazole-3-carbonyl)oxy)cyclopropane-1-carboximidamide